7-((3s,5s,7s)-adamantan-1-yl)-N-butyl-7H-benzo[d]pyrido[1',2':1,2]imidazo[4,5-f][1,3]diazepin-6-amine C12(CC3CC(CC(C1)C3)C2)N2C(=NC3=C(C1=C2N2C(=N1)C=CC=C2)C=CC=C3)NCCCC